C(C1=CC=CC=C1)C1(C[C@@H]2[C@@H](CN(C2)CC(O)C=2C=C3CCC(NC3=CC2)=O)C1)O rac-6-(2-((3aR,5r,6aS)-5-benzyl-5-hydroxyhexa-hydrocyclopenta[c]pyrrol-2(1H)-yl)-1-hydroxyethyl)-3,4-dihydroquinolin-2(1H)-one